tert-butyl (3S)-3-{[(benzyloxy) carbonyl] amino}-3-formylpyrrolidine-1-carboxylate C(C1=CC=CC=C1)OC(=O)N[C@@]1(CN(CC1)C(=O)OC(C)(C)C)C=O